(N-butyl)-thiophosphoric triamide C(CCC)NP(N)(N)=S